1,2,2,3,4,4-hexamethylphosphetane 1-oxide CP1(C(C(C1(C)C)C)(C)C)=O